BrC=1C=C2N(CC(N(C2=C(C1C(=O)C1=C(C=CC(=C1)F)Cl)Br)COCC[Si](C)(C)C)=O)CC(F)(F)F 6,8-dibromo-7-[(2-chloro-5-fluorophenyl)carbonyl]-1-(5,5-dimethyl-2-oxa-5-silahex-1-yl)-4-(2,2,2-trifluoroethyl)-1,2,3,4-tetrahydroquinoxalin-2-one